N-(4-chloro-3-cyanobenzyl)-2-methoxy-2-methylpropanamide ClC1=C(C=C(CNC(C(C)(C)OC)=O)C=C1)C#N